N-((R)-1-(2-chloro-4-fluorophenyl)-2,2,2-trifluoroethyl)-2-(2,6-dioxopiperidin-3-yl)-1-oxoisoindoline-5-carboxamide ClC1=C(C=CC(=C1)F)[C@H](C(F)(F)F)NC(=O)C=1C=C2CN(C(C2=CC1)=O)C1C(NC(CC1)=O)=O